CN1C(N(C2=C1C=CC=C2)C=2C=NC(=CC2)N[C@@H]2C[C@H](CC2)NC2=NC=C(N=C2)C)=O 1-Methyl-3-(6-(((1S,3S)-3-((5-methylpyrazin-2-yl)amino)cyclopentyl)amino)pyridin-3-yl)-1,3-dihydro-2H-benzo[d]imidazol-2-one